C1CC12CCN(CC2)C2=C(C(=O)NC=1C=C3C=CC(=NC3=C(N1)N1CCC(CC1)(F)F)O)C=CC(=C2)NS(=O)(=O)CCO 2-{6-azaspiro[2.5]octane-6-yl}-N-[8-(4,4-Difluoropiperidin-1-yl)-2-hydroxy-1,7-naphthyridin-6-yl]-4-(2-hydroxyethanesulfonylamino)benzamide